COC1=NC(N(C=N1)C1CC(C(C1)COCC1=CC=CC=C1)OCC1=CC=CC=C1)=O 4-methoxy-1-[(1'r,3's,4'r)-3'-benzyloxy-4'-(benzyloxymethyl)cyclopentyl]-1H-[1,3,5]-triazin-2-one